C(C)OC(CCN(SN(C(=O)O\N=C/CSC)C)CC1=CC=CC=C1)=O ethyl-(Z)-N-benzyl-N-([methyl(methyl-thioethylideneamino-oxycarbonyl)amino]thio)-β-alaninate